3-(benzenesulfonyl)furan C1(=CC=CC=C1)S(=O)(=O)C1=COC=C1